C(C)N(CC(=O)O)C1=C(C=CC(=C1)C1=NC(=NS1)Cl)Cl.C(#N)C=1C=C(C=CC1F)CC1=CC(=CC(=C1)F)F (3-cyano-4-fluorophenyl)-(3,5-difluorophenyl)methane ethyl-(2-chloro-5-(3-chloro-1,2,4-thiadiazol-5-yl)phenyl)glycinate